2-(4-(cyclohexylmethyl)piperazine-1-yl)-6-(trifluoromethyl)-8-nitro-benzothiopyran-4-one maleate C(\C=C/C(=O)O)(=O)O.C1(CCCCC1)CN1CCN(CC1)C=1SC2=C(C(C1)=O)C=C(C=C2[N+](=O)[O-])C(F)(F)F